(2S,5R)-1-[(tert-butoxy)carbonyl]-5-[2-(4-chloro-3-fluorophenoxy)acetamido]piperidine-2-carboxylic acid C(C)(C)(C)OC(=O)N1[C@@H](CC[C@H](C1)NC(COC1=CC(=C(C=C1)Cl)F)=O)C(=O)O